3-(3-(2-((3-(2-carboxy-2-(pyrrolidin-3-yl)ethyl)phenethyl)(2-(3-(2-carboxy-2-(pyrrolidin-3-yl)ethyl)phenoxy)ethyl)amino)-2-oxoethyl)phenyl)-2-(pyrrolidin-3-yl)propanoic acid C(=O)(O)C(CC=1C=C(CCN(C(CC=2C=C(C=CC2)CC(C(=O)O)C2CNCC2)=O)CCOC2=CC(=CC=C2)CC(C2CNCC2)C(=O)O)C=CC1)C1CNCC1